CC1=C(C(=O)C2=CC=CC=C2)C(=CC(=C1)C)C.[Li] lithium (2,4,6-trimethylbenzophenone)